((S)-2,2-difluorocyclopropyl)((S)-4-(5-fluorobenzo[d]oxazol-2-yl)-6,7-dihydro-1H-imidazo[4,5-c]pyridin-5(4H)-yl)methanone FC1([C@@H](C1)C(=O)N1[C@@H](C2=C(CC1)NC=N2)C=2OC1=C(N2)C=C(C=C1)F)F